(1-{5-[6-amino-5-(2,6-dichloro-benzyloxy)-pyridin-3-yl]-1H-indol-3-ylmethyl}-(3R)-pyrrolidin-3-yl)-carbamic acid tert-butyl ester C(C)(C)(C)OC(N[C@H]1CN(CC1)CC1=CNC2=CC=C(C=C12)C=1C=NC(=C(C1)OCC1=C(C=CC=C1Cl)Cl)N)=O